3-(2-chloro-4'-(3,6,6-trimethyl-2-oxotetrahydropyrimidin-1(2H)-yl)-[1,1'-biphenyl]-3-yl)piperidine-2,6-dione ClC1=C(C=CC=C1C1C(NC(CC1)=O)=O)C1=CC=C(C=C1)N1C(N(CCC1(C)C)C)=O